C(C)(=O)N1CCC(CC1)N1N=CC2=C1N(C(C=1C=C(C=C(C21)C(C)NC=2C(=NC(=CC2)Cl)C=2C=NN(C2)C)C)=O)C 3-(1-Acetylpiperidin-4-yl)-9-(1-((6-chloro-2-(1-methyl-1H-pyrazol-4-yl)pyridin-3-yl)amino)ethyl)-4,7-dimethyl-3,4-dihydro-5H-pyrazolo[3,4-c]isoquinolin-5-one